2-(2,6-dichloropyridin-4-yl)-5-[(4-methoxyphenyl)methoxy]benzoic acid ClC1=NC(=CC(=C1)C1=C(C(=O)O)C=C(C=C1)OCC1=CC=C(C=C1)OC)Cl